4,6-dimethoxy-N,N-bis[(4-methoxyphenyl)methyl]-5-(1,1,2-trifluoroethoxy)pyrimidin-2-amine COC1=NC(=NC(=C1OC(CF)(F)F)OC)N(CC1=CC=C(C=C1)OC)CC1=CC=C(C=C1)OC